FC(C(C1=CC=C(C=C1)F)N1N=C(C(=C1)C1=CC=CC(=N1)C=1C=C(C=2N(C1)N=C(N2)N2C(=CC=C2C)C)F)F)(C)F 6-(6-(1-(2,2-difluoro-1-(4-fluorophenyl)propyl)-3-fluoro-1H-pyrazol-4-yl)pyridin-2-yl)-2-(2,5-dimethyl-1H-pyrrol-1-yl)-8-fluoro-[1,2,4]triazolo[1,5-a]pyridine